FC(OC1=CC(=C(C=N1)OCC(C#N)(C)C)C1=CC=2N(C=C1)N=C(C2)NC2=CC=1N(C=C2)N=CN1)F 3-[[6-(difluoromethoxy)-4-[2-([1,2,4]triazolo[1,5-a]pyridin-7-ylamino)pyrazolo[1,5-a]pyridin-5-yl]-3-pyridyl]oxy]-2,2-dimethyl-propanenitrile